6-(3-amino-6-(3-((ethyl(methyl)amino)methyl)-4-(tetrahydro-2H-pyran-4-yl)phenyl)-5-fluoropyrazin-2-yl)-3,4-dihydroisoquinolin-1(2H)-one NC=1C(=NC(=C(N1)F)C1=CC(=C(C=C1)C1CCOCC1)CN(C)CC)C=1C=C2CCNC(C2=CC1)=O